(2S,4R)-4-fluoro-N-[(R) or (S)-[3-fluoro-4-(propan-2-yl)phenyl](5-fluoropyridin-3-yl)methyl]-1-[2-(1H-1,2,3-triazol-5-yl)acetyl]pyrrolidine-2-carboxamide F[C@@H]1C[C@H](N(C1)C(CC1=CN=NN1)=O)C(=O)N[C@@H](C=1C=NC=C(C1)F)C1=CC(=C(C=C1)C(C)C)F |o1:17|